(7S)-4-{[5-(5-fluoro-2-methoxypyridin-4-yl)-1H-pyrazol-3-yl]carbonyl}-N-[(1R,4S)-4-hydroxy-4-(trifluoromethyl)cyclohexyl]-4-azaspiro[2.5]octane-7-carboxamide FC=1C(=CC(=NC1)OC)C1=CC(=NN1)C(=O)N1C2(CC2)C[C@H](CC1)C(=O)NC1CCC(CC1)(C(F)(F)F)O